(E)-ethan-1-one C(C)=O